ClC=1C=C(C=CC1F)[C@@H]1CN2[C@H](CO1)CN(CC2)C(=O)C2=C(C(=CC=C2)C=2C=NNC2C(F)(F)F)F [(3R,9aS)-3-(3-Chloro-4-fluorophenyl)-3,4,6,7,9,9a-hexahydro-1H-pyrazino[2,1-c][1,4]oxazin-8-yl]-[2-fluoro-3-[5-(trifluoromethyl)-1H-pyrazol-4-yl]phenyl]methanon